(E)-3-(4-(4-{[(tert-butoxy)carbonyl]amino}-(5-(3-{[(tert-butoxy)carbonyl]oxy}-4-methoxyphenyl)-3-cyano-4-(4-cyano-3-fluorophenyl)pyridin-2-yl)piperidin-4-yl)phenyl)acrylic acid C(C)(C)(C)OC(=O)NC1(CCN(CC1)C1=NC=C(C(=C1C#N)C1=CC(=C(C=C1)C#N)F)C1=CC(=C(C=C1)OC)OC(=O)OC(C)(C)C)C1=CC=C(C=C1)/C=C/C(=O)O